ClC1=CC=C2C(=CNC2=C1C=1N=NC=CC1)S(=O)(=O)NC1=NC(=C(C(=N1)OC)CC(F)F)OC 6-chloro-N-[5-(2,2-difluoroethyl)-4,6-dimethoxy-pyrimidin-2-yl]-7-pyridazin-3-yl-1H-indole-3-sulfonamide